ClC1=CC=C(C=C1)C=1C=C(C(N(N1)C1=CC(=CC=C1)F)=O)C(=O)N[C@@H]1[C@H](CCCC1)C 6-(4-chlorophenyl)-2-(3-fluorophenyl)-N-[(1S,2S)-2-methylcyclohexyl]-3-oxo-2,3-dihydropyridazine-4-carboxamide